Br.C1(=CC=C(C=C1)C(C)=O)C 1-p-tolylethanone hydrobromide